[O-2].[Mn+2].[Sr+2].[La+3] lanthanum-strontium manganese oxide